C1(CCCC1)CC(=O)N[C@H](C(=O)N1[C@@H]([C@@H]2[C@H](C1)CCC2)C(=O)N[C@H](C(C(=O)NC2CC2)=O)CCC)C(C)(C)C (1S,3aR,6aS)-2-((S)-2-(2-cyclopentylacetamido)-3,3-dimethylbutanoyl)-N-((S)-1-(cyclopropylamino)-1,2-dioxohexan-3-yl)octahydrocyclopenta[c]pyrrole-1-carboxamide